COC(C1CCN(CC1)C1=CC=C(C=C1)C1C=2C=CC(=CC2CCC1C=1C=NC=CC1)O)OC 5-(4-(4-(dimethoxymethyl)piperidin-1-yl)phenyl)-6-(pyridine-3-yl)-5,6,7,8-tetrahydronaphthalen-2-ol